N-[2-amino-5-(4-fluorophenyl)phenyl]-4-[(6-methyl-3-pyridyl)sulfonimidoyl]benzamide NC1=C(C=C(C=C1)C1=CC=C(C=C1)F)NC(C1=CC=C(C=C1)S(=O)(=N)C=1C=NC(=CC1)C)=O